2-amino-N-(5-(5-chloro-2-methoxyphenyl)-1-((R)-2-hydroxy-3-methoxypropyl)-1H-pyrazol-4-yl)pyrazolo[1,5-a]pyrimidine-3-carboxamide NC1=NN2C(N=CC=C2)=C1C(=O)NC=1C=NN(C1C1=C(C=CC(=C1)Cl)OC)C[C@H](COC)O